4-chloro-1-methyl-1H-pyrrolo[2,3-b]pyridine-6-carbonitrile ClC1=C2C(=NC(=C1)C#N)N(C=C2)C